dibromoacenaphthylene BrC1=C(C=2C=CC=C3C=CC=C1C23)Br